N-(4-(6-methoxy-7-(3-(4-methylpiperazin-1-yl)propoxy)quinazolin-4-yl)phenyl)but-3-enamide COC=1C=C2C(=NC=NC2=CC1OCCCN1CCN(CC1)C)C1=CC=C(C=C1)NC(CC=C)=O